4-Methyl-N-(6-methylpyridin-2-yl)-[3,4'-bipyridine]-2'-carboxamide CC1=C(C=NC=C1)C1=CC(=NC=C1)C(=O)NC1=NC(=CC=C1)C